CC1=CC=C(C=C1)S(=O)(=O)OCCOCCOCCN1[C@@H](CN(CC1)C1=CC=C(C=C1)C(NC1=NNC(=C1)CCC1=CC(=CC(=C1)OC)OC)=O)C 2-(2-{2-[(2R)-4-[4-({5-[2-(3,5-dimethoxyphenyl)ethyl]-1H-pyrazol-3-yl}carbamoyl)phenyl]-2-methylpiperazin-1-yl]ethoxy}ethoxy)ethyl 4-methylbenzene-1-sulfonate